C1(CC1)C(=O)NC1=CC(=C(N=N1)C(=O)NC([2H])([2H])[2H])NC1=C(C(=CC=C1)C1=NC=C(C=N1)C(N(C)C)=O)OC 6-(cyclopropanecarboxamido)-4-((3-(5-(dimethylcarbamoyl)pyrimidin-2-yl)-2-methoxyphenyl)amino)-N-(methyl-d3)pyridazine-3-carboxamide